ClC=1C=CC(=C(C(=O)O)C1)OC1COC(OC1)C1=CC=CC=C1 5-chloro-2-((2-phenyl-1,3-dioxan-5-yl)oxy)benzoic acid